FC=1C=C2C(=NNC2=CC1OCCOC)C1=CC(=NO1)C1=CC=C(C=C1)C(=O)N1C[C@H](OCC1)C 5-Fluoro-6-(2-methoxyethoxy)-3-(3-{4-[(2R)-2-methylmorpholin-4-carbonyl]phenyl}-1,2-oxazol-5-yl)-1H-indazol